1,3-dimethyl-5-[5-methylsulfonyl-2-(oxolan-3-yloxy)phenyl]pyridin-2-one CN1C(C(=CC(=C1)C1=C(C=CC(=C1)S(=O)(=O)C)OC1COCC1)C)=O